C(C)C1=C(C(=CC=C1)CC)NC(=S)NC1=C(C=CC=C1CC)CC N,N'-bis(2,6-diethylphenyl)thiourea